C[Si](O[SiH](O[SiH](O[Si](C)(C)C)C)C)(C)C 1,1,1,3,5,7,7,7-octamethyltetrasiloxane